C1(CCCCC1)OC1=C(C=CC=C1[N+](=O)[O-])NS(=O)(=O)C N-(2-cyclohexyl-oxynitrophenyl)methanesulfonamide